(7-Oxabicyclo[2.2.1]hept-2-yl)methanol Propan-2-yl-5-(2-chloro-5-cyanophenyl)-3-({[(3R)-6,6-dimethylpiperidin-3-yl]carbonyl}amino)-1H-indazole-1-carboxylate hydrochloride Cl.CC(C)C1=C2C(=NN(C2=CC=C1C1=C(C=CC(=C1)C#N)Cl)C(=O)OCC1C2CCC(C1)O2)NC(=O)[C@H]2CNC(CC2)(C)C